COC1=C(C(=CC=C1)OCC1=NC=CC(=C1)C)C1=CC2=C(CCNCC2)C=C1 7-(2-(Methyloxy)-6-(((4-methyl-2-pyridinyl)methyl)oxy)phenyl)-2,3,4,5-tetrahydro-1H-3-benzazepine